CC=1N=C2N(N=C(C=C2C)C=2C=C3C=CN(C(C3=C(C2)O)=O)C2CCNCC2)C1 6-(2,8-dimethylimidazo[1,2-b]pyridazin-6-yl)-8-hydroxy-2-(piperidin-4-yl)isoquinolin-1(2H)-one